C(C)O/C=C/C(=O)NC(OC1=C(C=CC=C1)[N+](=O)[O-])=O 2-Nitrophenyl (E)-(3-ethoxyacryloyl)carbamate